ClC1=CC=C(C=C1)C1=NOC(=N1)CN1C(C2=CC=CC=C2C1=O)=O 2-((3-(4-chlorophenyl)-1,2,4-oxadiazol-5-yl)methyl)isoindoline-1,3-dione